butyrolactam potassium [K].C1(CCCN1)=O